ClC1=NC=CC(=C1)OC1=C(C=C(C=C1)CO)F (4-((2-chloropyridin-4-yl)oxy)-3-fluorophenyl)methanol